3-({[(2-Ethylhexyl)oxy]methoxy}methyl)heptane C(C)C(COCOCC(CC)CCCC)CCCC